COC=1C=C(C(=O)NCC(=O)OCC)C=CC1OC ethyl (3,4-dimethoxybenzoyl)glycinate